ClC1=NC2=C(N1)C=CC=C2 2-Chloro-1H-benzo[d]imidazole